C(CCC)[Si](OCC=1N=CC2=C(N1)N(CC21CC1)C1=CC=C(C=C1)OC1CCOCC1)(C)C butyl-dimethyl-[[7-(4-tetrahydropyran-4-yloxyphenyl)spiro[6H-pyrrolo[2,3-d]pyrimidine-5,1'-cyclopropane]-2-yl]methoxy]silane